C1(CC1)CN1C(=CC=2C1=NC=CC2)C2=NC1=C(N2C)C=CC(=C1)C(=O)OC Methyl 2-[1-(cyclopropylmethyl)-1H-pyrrolo[2,3-b]pyridin-2-yl]-1-methyl-1H-1,3-benzodiazole-5-carboxylate